1-(piperidine-4-yl)azetidin-3-ol N1CCC(CC1)N1CC(C1)O